FC1(CN(CC[C@H]1NC1=NN2C(C(=N1)OC)=C(C(=C2)F)C=2C=CC1=C(N(N=N1)[C@H](CF)C)C2)C(C([2H])([2H])[2H])=O)F 1-((R)-3,3-difluoro-4-((6-fluoro-5-(1-((S)-1-fluoropropan-2-yl)-1H-benzo[d][1,2,3]triazol-6-yl)-4-methoxypyrrolo[2,1-f][1,2,4]triazin-2-yl)amino)piperidin-1-yl)ethan-1-one-2,2,2-d3